BrC1=CC(=C(C=C1C)C1=NNC=N1)F 3-(4-bromo-2-fluoro-5-methylphenyl)-1H-1,2,4-triazole